2-butyl-2-ethyl-1,3-propanediol dicaprylate C(CCCCCCC)(=O)OCC(COC(CCCCCCC)=O)(CC)CCCC